CC1=C(C(=C(C2=C1O[C@](CC2)(C)CCC[C@H](C)CCC[C@H](C)CCCC(C)C)C)OP(=O)(O)OC3=C(C4=C(C(=C3C)C)O[C@](CC4)(C)CCC[C@H](C)CCC[C@H](C)CCCC(C)C)C)C di-alpha-tocopheryl phosphate